C(#N)C1=C(C=C(C=C1)NC(=O)NC(C1=CC=CC=C1)=O)C(F)(F)F N-((4-cyano-3-(trifluoromethyl)phenyl)carbamoyl)benzamide